(S)-6-(8-phenyl-6-azaspiro[3.4]octane-6-carbonyl)pyridin-2(1H)-one C1(=CC=CC=C1)[C@@H]1CN(CC12CCC2)C(=O)C2=CC=CC(N2)=O